ClC=1C=C(C(=O)N[C@H](CNC(=O)[C@@H]2OC(OCC2(C)C)(C)C)C)C=CC1F (R)-2,2,5,5-Tetramethyl-[1,3]dioxane-4-carboxylic acid [(S)-2-(3-chloro-4-fluoro-benzoylamino)-propyl]amide